4'-fluorochalcone ethyl-2-[3-(3-chloro-4-fluoro-anilino)propoxy]acetate C(C)OC(COCCCNC1=CC(=C(C=C1)F)Cl)=O.FC1=CC=C(C(/C=C/C2=CC=CC=C2)=O)C=C1